7-chloro-1-(1-methyl-1H-benzo[d]imidazol-5-yl)-4-(methylamino)quinazolin-2(1H)-one ClC1=CC=C2C(=NC(N(C2=C1)C1=CC2=C(N(C=N2)C)C=C1)=O)NC